2-[[7-amino-4-(3-methyl-1H-pyrazolo[3,4-c]pyridin-5-yl)-1-oxo-isoindolin-2-yl]methyl]prop-2-enenitrile NC=1C=CC(=C2CN(C(C12)=O)CC(C#N)=C)C=1C=C2C(=CN1)NN=C2C